NCC=1C=NC(=NC1)C1=C(C=C(C#N)C=C1)OC1=NC(=NC(=C1)N(C)CCOC)C 4-[5-(aminomethyl)pyrimidin-2-yl]-3-[6-[2-methoxyethyl(methyl)amino]-2-methylpyrimidin-4-yl]oxybenzonitrile